C(C)SC1=NN2C(N=CC=C2C2=CC=C(C=C2)OC(F)(F)F)=C1C1=NC=2C(=NC=C(C2)C(F)(F)F)N1C 2-(2-(ethylthio)-7-(4-(trifluoromethoxy)phenyl)pyrazolo[1,5-a]pyrimidin-3-yl)-3-methyl-6-(trifluoromethyl)-3H-imidazo[4,5-b]pyridine